FC(S(=O)(=O)OC1=CCCC=2C=C(N=CC12)OCC1=CC=CC=C1)(F)F 3-(benzyloxy)-5,6-dihydroisoquinolin-8-yl trifluoromethanesulfonate